C(C)(C)(C)OC(=O)N1C[C@H]2NC3=C(O[C@@H]2CC1)C(=C(C=C3)[N+](=O)[O-])C#N trans-tert-butyl-6-cyano-7-nitro-4,4a,10,10a-tetrahydro-1H-benzo[b]pyrido[3,4-e][1,4]oxazine-2(3H)-carboxylate